4-(4-(4-methylthiazol-5-yl)phenylmethyl)pyrrolidine-2-carboxamide hydrochloride Cl.CC=1N=CSC1C1=CC=C(C=C1)CC1CC(NC1)C(=O)N